4-(4-amino-2-{4-[(2-fluoroacrylamido)]phenyl}-1-methyl-7-{3-[(1-methylpiperidin-4-yl)oxy]prop-1-ynyl}pyrrolo[3,2-c]pyridin-3-yl)-2-fluoro-N-(trideuteriomethyl)benzamide NC1=NC=C(C2=C1C(=C(N2C)C2=CC=C(C=C2)NC(C(=C)F)=O)C2=CC(=C(C(=O)NC([2H])([2H])[2H])C=C2)F)C#CCOC2CCN(CC2)C